2-ethyl-4,6-di(benzhydryl)aniline C(C)C1=C(N)C(=CC(=C1)C(C1=CC=CC=C1)C1=CC=CC=C1)C(C1=CC=CC=C1)C1=CC=CC=C1